2-[4-(2-amino-7-chloro-1-methyl-benzimidazol-4-yl)-2-methyl-pyrazol-3-yl]-3-fluoro-naphthalene-1-carbonitrile NC1=NC2=C(N1C)C(=CC=C2C2=C(N(N=C2)C)C2=C(C1=CC=CC=C1C=C2F)C#N)Cl